BrC1=CC=C(C2=C1OCCCC2=O)F 9-bromo-6-fluoro-3,4-dihydrobenzo[b]oxepin-5(2H)-one